FCCNCCC1=CNC2=CC=CC=C12 3-(N-2-fluoroethylaminoethyl)indole